FC=1C(=NC(=NC1)NC=1N=NC(=CC1)C1CCNCC1)C1=C(C=2C(N(CC3(C2S1)CC3)C)=O)C 2'-(5-fluoro-2-((6-(piperidin-4-yl)pyridazin-3-yl)amino)pyrimidin-4-yl)-3',5'-dimethyl-5',6'-dihydro-4'H-spiro[cyclopropane-1,7'-thieno[3,2-c]pyridin]-4'-one